ClC1=CC=C2C(N1C(C(=O)O)(C)C)=NC=C2 2-(6-chloro-7H-pyrrolo[2,3-b]pyridin-7-yl)-2-methylpropanoic acid